dithiazole C1=CSSN1